C(=O)(OC(C)(C)C)NC(=O)NC(=O)OC(C)(C)C N-Bocaminoketone